NCC1CN(C(O1)=O)C1=CC=C(C=C1)S(=O)(=O)N1CCN(CC1)C1=NC(=CC(=C1)C(C1=CC=CC=C1)(F)F)Cl 5-(Aminomethyl)-3-[4-[4-[6-chloro-4-[difluoro(phenyl)methyl]-2-pyridyl]piperazin-1-yl]sulfonylphenyl]oxazolidin-2-one